ClC1=C(C(=CC(=C1)F)Cl)N1N=CC(=C1C(F)(F)F)C(=O)N 1-(2,6-dichloro-4-fluorophenyl)-5-(trifluoromethyl)-1H-pyrazole-4-carboxamide